tert-butyl (R)-((4-(2-(4,4-difluoroazepan-1-yl)-4-methyl-5-(1-methyl-1H-pyrazol-4-yl)nicotinamido)pyridin-2-yl)(methyl)(oxo)-λ6-sulfaneylidene)carbamate FC1(CCN(CCC1)C1=C(C(=O)NC2=CC(=NC=C2)[S@](=O)(C)=NC(OC(C)(C)C)=O)C(=C(C=N1)C=1C=NN(C1)C)C)F